1-(Naphthalen-2-yl)-2-(pyrrolidin-1-yl)pentan-1-one C1=C(C=CC2=CC=CC=C12)C(C(CCC)N1CCCC1)=O